N-((4-(4-(trifluoro-methyl)benzyl)-4,5,6,7-tetrahydropyrazolo[1,5-a]pyrimidin-6-yl)-methyl)methanesulfonamide FC(C1=CC=C(CN2C=3N(CC(C2)CNS(=O)(=O)C)N=CC3)C=C1)(F)F